OC12CCC(CC1)(C2)N2C(N(CC2=O)C=2C=NC=C(C2)C(F)(F)F)=O 3-(4-hydroxynorbornan-1-yl)-1-[5-(trifluoromethyl)-3-pyridyl]imidazolidine-2,4-dione